3-(3-Chloro-1H-indol-2-yl)-1-cyclohexyl-pyrazolo[3,4-d]pyrimidin-4-amine ClC1=C(NC2=CC=CC=C12)C1=NN(C2=NC=NC(=C21)N)C2CCCCC2